2,4,7-Tri{4-[(3-dimethylaminopropyl)aminomethyl]phenyl}-7H-pyrrolo[2,3-d]pyrimidine CN(CCCNCC1=CC=C(C=C1)C=1N=C(C2=C(N1)N(C=C2)C2=CC=C(C=C2)CNCCCN(C)C)C2=CC=C(C=C2)CNCCCN(C)C)C